C1(CC1)C1=NNC(=N1)C1CC2(CN(C2)C(=O)N2CCC3(CC(C3)OC3=NC=C(C=C3C)C(F)(F)F)CC2)C1 [6-(3-cyclopropyl-1H-1,2,4-triazol-5-yl)-2-azaspiro[3.3]heptan-2-yl]-[2-[[3-methyl-5-(trifluoromethyl)-2-pyridyl]oxy]-7-azaspiro[3.5]nonan-7-yl]methanone